CN(C(OC(C)(C)C)=O)CCC1=CC(=CC=C1)OCCN1CC2(C1)CN(CC2)C tert-butyl methyl(2-{3-[2-(6-methyl-2,6-diazaspiro[3.4]octan-2-yl)ethoxy]phenyl}ethyl)carbamate